[Cl-].C(CCCCCCCCCCCCCCCCC)OCCC[N+](C)(C)C stearoxypropyl-trimethylammonium chloride